BrC=1C=C2C(CC(OC2=C(C1OCOCCOC)Cl)(C)C)O 6-bromo-8-chloro-7-((2-methoxyethoxy)methoxy)-2,2-dimethylchroman-4-ol